C(=O)O.N1(CCOCC1)C(C=CC)=O 1-morpholinyl-but-2-en-1-one E-Formate